1-(4-((4-((2-fluoro-4-((2-(3-fluorophenyl)pyridin-4-yl)oxy)phenyl)amino)-7-methoxyquinazolin-6-yl)amino)piperidin-1-yl)prop-2-en-1-one FC1=C(C=CC(=C1)OC1=CC(=NC=C1)C1=CC(=CC=C1)F)NC1=NC=NC2=CC(=C(C=C12)NC1CCN(CC1)C(C=C)=O)OC